COC1=CC=C(C=N1)CN1C2CN(CC1C2)C=2C=CC=1N(C2)N=CC1C#N 6-(6-((6-methoxypyridin-3-yl)methyl)-3,6-diazabicyclo[3.1.1]heptane-3-yl)pyrazolo[1,5-a]pyridine-3-carbonitrile